(R and S)-2-(3-(2-(((R)-((R)-8-cyano-1,2,3,4-tetrahydroquinoxalin-2-yl)(3-fluorophenyl)methyl)amino)ethyl)phenyl)propanoic acid C(#N)C=1C=CC=C2NC[C@@H](NC12)[C@@H](C1=CC(=CC=C1)F)NCCC=1C=C(C=CC1)[C@H](C(=O)O)C |&1:29|